BrC1=CC(=C2C(NC(=NC2=C1F)O[C@@H](C)[C@H]1N(CCC1)C)=O)F 7-Bromo-5,8-difluoro-2-((S)-1-((S)-1-methylpyrrolidin-2-yl)ethoxy)quinazolin-4(3H)-one